C(CCCCC\C=C/C\C=C/C\C=C/C\C=C/CCCC(=O)N)CCCCC\C=C/C\C=C/C\C=C/C\C=C/CCCC(=O)N methylenebisarachidonic acid amide